(S)-5-(bromomethyl)pyrrolidin-2-one BrC[C@@H]1CCC(N1)=O